NC1=NC=NN2C1=CC=C2[C@@]2(O[C@@H](C([C@H]2O)O)CO)C#N (2R,3R,5R)-2-(4-aminopyrrolo[2,1-f][1,2,4]triazine-7-yl)-3,4-dihydroxy-5-(hydroxymethyl)tetrahydrofuran-2-carbonitrile